FC1(CC[C@H](NC1)C1=NN(C=N1)C1=C(C=C(C=N1)NC(CN1N=C(C=C1C)C(F)(F)F)=O)F)F (S)-N-(6-(3-(5,5-difluoropiperidin-2-yl)-1H-1,2,4-triazol-1-yl)-5-fluoropyridin-3-yl)-2-(5-methyl-3-(trifluoromethyl)-1H-pyrazol-1-yl)acetamide